O1CCC2=C1C=CC(=C2)C2=NC(=C(C=C2C2=CC=NC=C2)N)OC (2,3-dihydrobenzofuran-5-yl)-6-methoxy-[3,4'-bipyridin]-5-amine